Cl.Cl.N1(CCCCC1)C1=CC=CC=2N(C=NC21)CCC[C@H]2NCCC[C@@H]2O (2R,3S)-2-(3-(4-(piperidin-1-yl)-1H-benzo[d]imidazol-1-yl)propyl)piperidin-3-ol dihydrochloride